Cl.N[C@H](C(=O)N)C1CCC(CC1)(F)F (S)-2-Amino-2-(4,4-difluorocyclohexyl)acetamide hydrochloride